C(C(=C)C)(=O)OCCOC(C=1C(C(=O)[O-])=CC=CC1)=O mono-(2-(methacryloyloxy)ethyl)phthalate